C[C@@H](C(=O)OCC1=CC=CC=C1)CO benzyl (R)-2-methyl-3-hydroxypropionate